5-[[(3R)-4-isopropyl-3-methyl-piperazin-1-yl]methyl]-1-methyl-pyrrole C(C)(C)N1[C@@H](CN(CC1)CC1=CC=CN1C)C